4-(6-(6-((5-Fluoro-6-methoxypyridin-3-yl)methyl)-3,6-diazabicyclo[3.1.1]heptan-3-yl)pyridin-3-yl)-6-((3-hydroxyoxetan-3-yl)ethynyl)pyrazolo[1,5-a]pyridine-3-carbonitrile FC=1C=C(C=NC1OC)CN1C2CN(CC1C2)C2=CC=C(C=N2)C=2C=1N(C=C(C2)C#CC2(COC2)O)N=CC1C#N